dimethylamino-1-[(1-hydroxy-cyclobutyl)-methyl]-8-phenyl-1,3-diazaspiro[4.5]decan-2-one CN(C)N1C(N(C2(C1)CCC(CC2)C2=CC=CC=C2)CC2(CCC2)O)=O